2-((trans-4-((4-(2-cyclopropyloxazol-4-yl)pyridine-2-yl)((trans-4-(4-methoxy-3-methylphenyl)cyclohexyl) methyl)carbamoyl) cyclohexyl)amino)-2-oxoethyl acetate C(C)(=O)OCC(=O)N[C@@H]1CC[C@H](CC1)C(N(C[C@@H]1CC[C@H](CC1)C1=CC(=C(C=C1)OC)C)C1=NC=CC(=C1)C=1N=C(OC1)C1CC1)=O